Chloro-5-(1H-tetrazol-5-yl)-4-[(2-thienylmethyl)amino]benzenesulfonamide ClC1=C(C=C(C(=C1)NCC=1SC=CC1)C1=NN=NN1)S(=O)(=O)N